C1[C@@H]([C@H](O[C@H]1N2C=NC3=C2N=C(N=C3OCCO)N)CO)O O6-(2-hydroxyethyl)-2'-deoxyguanosine